FC(C(CC(=O)C=1SC=CC1)=O)(F)F 4,4,4-trifluoro-1-(2-thienyl)-1,3-butanedione